CC1=CC(=NC=C1C#C[Si](C)(C)C)C(=O)OC methyl 4-methyl-5-[2-(trimethylsilyl)ethynyl]pyridine-2-carboxylate